3-[(cyclopropanecarbonylamino)methyl]-2,6-difluorobenzoic acid C1(CC1)C(=O)NCC=1C(=C(C(=O)O)C(=CC1)F)F